2-(3-(((1R,2R,3S,5S)-2-fluoro-1,5-dimethyl-8-azabicyclo[3.2.1]octan-3-yl)oxy)-1,2,4-triazin-6-yl)-5-(1H-imidazol-1-yl)phenol F[C@@H]1[C@]2(CC[C@@](C[C@@H]1OC=1N=NC(=CN1)C1=C(C=C(C=C1)N1C=NC=C1)O)(N2)C)C